N1-(4-Chloro-2-fluorophenyl)-6-(3,5-dimethyl-1H-pyrazol-1-yl)pyrimidine-2,4-diamine ClC1=CC(=C(C=C1)N1C(N=C(C=C1N1N=C(C=C1C)C)N)N)F